C(=C)C1C(CCCC1)(C=C)C=C tri-vinyl-cyclohexane